N2,N4-bis(3,4-ethylenedioxyphenyl)-5-fluoro-2,4-pyrimidinediamine C1OC=2C=C(C=CC2OC1)NC1=NC=C(C(=N1)NC1=CC2=C(C=C1)OCCO2)F